CC=1OC2=C(N1)C=CC(=C2)OC2=NC=NC(=N2)N2CCNCC2 2-methyl-6-((4-(piperazin-1-yl)-1,3,5-triazin-2-yl)oxy)benzo[d]oxazole